(2S,3S)-2-amino-3-cyclopropyl-3-(1H-indol-3-yl)propanoic acid N[C@H](C(=O)O)[C@H](C1=CNC2=CC=CC=C12)C1CC1